C(C)(C)(C)OC(=O)N1[C@H](CN(C[C@H]1C)C1=NC(N2C3=C(C(=C(C=C13)C(F)(F)F)C1=CC=C(C=C1)F)SCC(C2)C2=CC=C(C=C2)F)=O)C (2S,6R)-4-(3,11-bis(4-fluorophenyl)-6-oxo-10-(trifluoromethyl)-3,4-dihydro-2H,6H-[1,4]thiazepino[2,3,4-ij]quinazolin-8-yl)-2,6-dimethylpiperazine-1-carboxylic acid tert-butyl ester